NCCN1N=C(C(=C1)C1=NC=CC(=N1)NC=1N=CC2=C(C=CC(=C2C1)C(C)C)N1[C@@H]([C@H](C1)CS(=O)(=O)C)C)Cl N-(2-(1-(2-aminoethyl)-3-chloro-1H-pyrazol-4-yl)pyrimidin-4-yl)-5-isopropyl-8-((2R,3S)-2-methyl-3-((methylsulfonyl)methyl)azetidin-1-yl)isoquinolin-3-amine